N=1CN=C2C1C1=C3C(=CC=C1C=C2)OC=C3 2H-furo[2',3':7,8]naphtho[1,2-d]imidazole